3,3'-diiodo-L-thyronine IC=1C=C(C[C@H](N)C(=O)O)C=CC1OC1=CC(=C(C=C1)O)I